NC=1C=C2C(NC(C2=CC1C)=O)=O 5-amino-6-methyl-isoindole-1,3-dione